((1S,6R,7aR)-7a-(((tert-Butyldiphenylsilyl)oxy)methyl)-6-fluoro-3-oxohexahydro-1H-pyrrolizin-1-yl)boronic acid [Si](C1=CC=CC=C1)(C1=CC=CC=C1)(C(C)(C)C)OC[C@@]12C[C@H](CN2C(C[C@@H]1B(O)O)=O)F